2-amino-2-(2,7-naphthyridin-4-yl)acetonitrile NC(C#N)C1=CN=CC2=CN=CC=C12